(1R,3S)-3-(thiazolo[2,3-c][1,2,4]triazol-3-yl)cyclohexanamine N=1N=C(N2C1SC=C2)[C@@H]2C[C@@H](CCC2)N